N1(N=CC=C1)C1=CC=C(C=C1)C=1OC(=C(N1)CN1CCN(CC1)C1=CC=C(C=C1)OC(F)(F)F)C 2-(4-(1H-pyrazol-1-yl)phenyl)-5-methyl-4-((4-(4-(trifluoromethoxy)phenyl)piperazin-1-yl)methyl)oxazole